COC(C1=NC=C(C=C1)C1=CC2=C(C(CO2)N(C)C(=O)OC(C)(C)C)C=C1)=O 5-(3-((Tert-Butoxycarbonyl)(methyl)amino)-2,3-dihydrobenzofuran-6-yl)picolinic acid methyl ester